FC(C1=CC2=C(OCCN2)C=C1)F 6-(difluoromethyl)-3,4-dihydro-2H-benzo[b][1,4]oxazine